FC(C1=NC=CC(=C1)CC(=O)N)(F)F 2-(2-(trifluoromethyl)pyridin-4-yl)acetamide